5-{[(1R,3aS,3bS,7S,9aR,9bS,11aR)-9a,11a-dimethyl-1-[(2R)-6-methylheptan-2-yl]-1H,2H,3H,3aH,3bH,4H,6H,7H,8H,9H,9bH,10H,11H-cyclopenta[a]phenanthren-7-yl]oxy}-5-oxopentanoic acid C[C@]12[C@H]3CC[C@]4([C@H]([C@@H]3CC=C2C[C@H](CC1)OC(CCCC(=O)O)=O)CC[C@@H]4[C@H](C)CCCC(C)C)C